CN1CCN(CC1)C1=CC=C(C=C1)C1=CC2=C(N=CN=C2OC=2C=C(C=CC2)NC(C=CC)=O)N1COCC[Si](C)(C)C N-(3-((6-(4-(4-methylpiperazin-1-yl)phenyl)-7-((2-(trimethylsilyl)ethoxy)methyl)-7H-pyrrolo[2,3-d]pyrimidin-4-yl)oxy)phenyl)but-2-enamide